3-(2-methoxyphenyl)pyridine COC1=C(C=CC=C1)C=1C=NC=CC1